[3-(cyclopropylamino)pyrrolidin-1-yl]-N-(2-methylpyrazolo[1,5-a]pyridin-5-yl)pyrazine-2-carboxamide C1(CC1)NC1CN(CC1)C=1C(=NC=CN1)C(=O)NC1=CC=2N(C=C1)N=C(C2)C